6,7-dimethyl-3-oxo-4-((2s,3s,4R)-2,3,4,5-tetrahydroxypentyl)-3,4-dihydroquinoxaline-2-carboxylic acid CC=1C=C2N(C(C(=NC2=CC1C)C(=O)O)=O)C[C@@H]([C@@H]([C@@H](CO)O)O)O